6-fluoro-5-((3-((5-fluoro-2-methyl-3-oxo-3,4-dihydroquinoxalin-6-yl)methyl)-3-azabicyclo[3.1.0]hexan-6-yl)amino)-N-methylpicolinamide FC1=C(C=CC(=N1)C(=O)NC)NC1C2CN(CC12)CC=1C(=C2NC(C(=NC2=CC1)C)=O)F